methyl 3-((2-(1H-pyrazol-1-yl)ethyl)amino)-5-fluoro-4-nitrobenzoate N1(N=CC=C1)CCNC=1C=C(C(=O)OC)C=C(C1[N+](=O)[O-])F